CC=1C=C(C=C(C1)C)C#C 3,5-dimethyl-phenylacetylene